9-allyl-9-(4-fluorophenyl)-6-oxaspiro[4.5]decane C(C=C)C1(CCOC2(CCCC2)C1)C1=CC=C(C=C1)F